C(#N)C1=C(C=C(C=C1)F)[C@H]([C@H](C)C=1N(C(C(=C(N1)C(=O)NC=1C=NOC1)O)=O)C)C1=CC(=NN1C)C 2-((1s,2s)-1-(2-cyano-5-fluorophenyl)-1-(1,3-dimethyl-1H-pyrazol-5-yl)propan-2-yl)-5-hydroxy-N-(isoxazol-4-yl)-1-methyl-6-oxo-1,6-dihydropyrimidine-4-carboxamide